6-methyl-2-(1,2,4-triazol-1-yl)-1H-pyrrolo[3,2-b]pyridin-5-amine CC=1C=C2C(=NC1N)C=C(N2)N2N=CN=C2